OCC(CO)NC(=O)C=1SC=C(C1)C=1C=C2C(=NC1)NC(=C2)C2=CC=C(C=C2)F N-(1,3-dihydroxypropan-2-yl)-4-(2-(4-fluorophenyl)-1H-pyrrolo[2,3-b]pyridin-5-yl)thiophene-2-carboxamide